2'-(4,5-Dimethyl-1H-imidazol-2-yl)-N-((tetrahydro-2H-pyran-4-yl)methyl)-3,4'-bipyridin-5-carboxamid CC=1N=C(NC1C)C1=NC=CC(=C1)C=1C=NC=C(C1)C(=O)NCC1CCOCC1